BrC1=C(C=C(C(=C1)F)F)C(C)=O 1-(2-bromo-4,5-difluorophenyl)ethan-1-one